O=C1[C@H](C[C@@H]2N1CCN(C2)C2=NC=C(C#N)C=C2)CC#C 6-((7s,8as)-6-oxo-7-(prop-2-yn-1-yl)hexahydropyrrolo[1,2-a]pyrazin-2(1H)-yl)nicotinonitrile